COC=1C=C2CCN(CC2=CC1NC1=NC=C2C(=N1)N(N=C2)[C@@H](CCO)C)C (3R)-3-[6-[(6-methoxy-2-methyl-3,4-dihydro-1H-isoquinolin-7-yl)amino]pyrazolo[3,4-d]pyrimidin-1-yl]butan-1-ol